(S)-N-(3-(1-((2-ethyl-2H-pyrazolo[3,4-b]pyrazin-6-yl)amino)ethyl)-4-methylphenyl)-3-methyl-4-(morpholinomethyl)benzamide C(C)N1N=C2N=C(C=NC2=C1)N[C@@H](C)C=1C=C(C=CC1C)NC(C1=CC(=C(C=C1)CN1CCOCC1)C)=O